NC1=NOC2=C1C=C(C(=C2C)CNC(OC(C)(C)C)=O)C tert-butyl ((3-amino-5,7-dimethylbenzo[d]isoxazol-6-yl)methyl)carbamate